(±)-6-((1,1,1-trifluoropropan-2-yl)oxy)pyrimidine FC([C@@H](C)OC1=CC=NC=N1)(F)F |r|